4-(5-(p-toluenesulfonyloxy)pentyl)-2-(trifluoromethyl)nicotinic acid tert-butyl ester C(C)(C)(C)OC(C1=C(N=CC=C1CCCCCOS(=O)(=O)C1=CC=C(C)C=C1)C(F)(F)F)=O